FC1=C(C(=O)NC=2C=CC(=NC2)C(=O)N)C(=CC=C1OC(F)(F)F)OC1=C(C=C(C=C1)OC(F)(F)F)OC([2H])([2H])[2H] 5-[[2-fluoro-6-[2-(trideuteriomethoxy)-4-(trifluoromethoxy)phenoxy]-3-(trifluoromethoxy)benzoyl]amino]pyridine-2-carboxamide